2,4-divinylbenzenesulfonic acid chloride C(=C)C1=C(C=CC(=C1)C=C)S(=O)(=O)Cl